OCC=1C=C(C#N)C=C(C1)I 3-(hydroxymethyl)-5-iodobenzonitrile